C(CCCCCCCC=CCCCC)CC(=O)O.NCCCCCCCNC=1C(=C(C(=O)NC=2C=NC(=CC2)C)C=CC1)C ((7-aminoheptyl)amino)-2-methyl-N-(6-methylpyridin-3-yl)benzamide 9-tetradecen-1-yl-acetate